NC1=CC(=C(C(=N1)C1=C(C=C2C(=NC=NC2=C1)N1CCN(CC1)C(C=C)=O)Cl)C(F)(F)F)CC 1-[4-[7-[6-amino-4-ethyl-3-(trifluoromethyl)-2-pyridyl]-6-chloro-quinazolin-4-yl]piperazin-1-yl]prop-2-en-1-one